FC1=CC=C(C=C1)C(CC1=NC(=NO1)C)C1CCN(CC1)C(=O)OC(C)(C)C tert-Butyl 4-(1-(4-fluorophenyl)-2-(3-methyl-1,2,4-oxadiazol-5-yl)ethyl)piperidine-1-carboxylate